FC=1C=CC2=C(NC(=N2)C2=NNC3=CC=C(C=C23)C(=O)O)C1 3-(6-fluoro-1H-benzo[d]imidazol-2-yl)-1H-indazole-5-carboxylic acid